C(C)(C)N1N=CC=C1 1-isopropyl-pyrazole